C(C)[C@H]1CC(OC=2CCCC(C12)=O)O (4S)-4-ethyl-2-hydroxy-2,3,4,6,7,8-hexahydro-5H-chromen-5-one